C1(CC1)C([C@H](NC(=O)C1=CC=NN1CC)C=1N=C2N(N=C(C=C2)CC2(C(N[C@@H](C2)C(F)(F)F)=O)C(=O)OC)C1)C1CC1 methyl (5S)-3-((2-((S)-2,2-dicyclopropyl-1-(1-ethyl-1H-pyrazole-5-carboxamido)ethyl)imidazo[1,2-b]pyridazin-6-yl)methyl)-2-oxo-5-(trifluoromethyl)pyrrolidine-3-carboxylate